NC(CC(=O)O)CCCCN 3,7-diaminoheptanoic acid